FC(OC1=C(C=C2C=NN(C2=C1)C1=CC=C(C=C1)F)C=1CCN(CC1)S(=O)(=O)C=1C=NN(C1)CCC)F 6-(difluoromethoxy)-1-(4-fluorophenyl)-5-(1-((1-propyl-1H-pyrazol-4-yl)sulfonyl)-1,2,3,6-tetrahydropyridin-4-yl)-1H-indazole